C1(=C(C=CC=C1)C1=C(C2=C(OC3=C2C=CC=C3)C=C1)C1=NN=NC(=C1C1=C(C(=CC=3C2=CC=CC=C2CC13)C)C)C1=CC=CC=C1)C1=CC=CC=C1 biphenylyl[phenyl-(dimethylfluorenyl)triazinyl]dibenzofuran